FC1=CC=C(C=C1)NC(=O)C1(CC1)C(=O)NC1=CC=C(C=C1)OC1=CC=NC2=CC(=CC=C12)C1=CC(=NC=C1)OC 1-N'-(4-fluorophenyl)-1-N-[4-[7-(2-methoxypyridin-4-yl)quinolin-4-yl]oxyphenyl]cyclopropane-1,1-dicarboxamide